fmoc-allothreonine C(=O)(OCC1C2=CC=CC=C2C2=CC=CC=C12)N[C@@H]([C@@H](O)C)C(=O)O